ClC1=C(N(C2=CC=CC=C12)COCC[Si](C)(C)C)C1=NN(C2=NC=NC(=C21)N)CCC(C)C 3-(3-chloro-1-((2-(trimethylsilyl)ethoxy)methyl)-1H-indol-2-yl)-1-isopentyl-1H-pyrazolo[3,4-d]pyrimidin-4-amine